C(CCC)NC=1C2=C(N=C(N1)NC(OC)=O)C=NN2CC2=NC=C(C=C2OC)C2CCN(CC2)CC2=NN(C=N2)C methyl (7-(butylamino)-1-((3-methoxy-5-(1-((1-methyl-1H-1,2,4-triazol-3-yl)methyl)piperidin-4-yl)pyridin-2-yl)methyl)-1H-pyrazolo[4,3-d]pyrimidin-5-yl)carbamate